N-([4-[5-(azetidine-1-carbonyl)-3-(trifluoromethyl)pyrazol-1-yl]phenyl]methyl)-2-chloro-5-nitropyrimidin-4-amine N1(CCC1)C(=O)C1=CC(=NN1C1=CC=C(C=C1)CNC1=NC(=NC=C1[N+](=O)[O-])Cl)C(F)(F)F